C1(CC1)CC1=CNC2=NC=CC(=C21)N[C@H]2CN(CCC2)C(C=C)=O (R)-1-(3-((3-(cyclopropyl-methyl)-1H-pyrrolo[2,3-b]pyridin-4-yl)amino)piperidin-1-yl)prop-2-en-1-one